tert-Butyl {4-[(2-{[(2SR,5RS)-6-benzyloxy-7-oxo-1,6-diazabicyclo[3.2.1]oct-2-yl]carbonyl}hydrazinyl)carbonyl]benzyl}carbamate C(C1=CC=CC=C1)ON1[C@@H]2CC[C@H](N(C1=O)C2)C(=O)NNC(=O)C2=CC=C(CNC(OC(C)(C)C)=O)C=C2 |r|